methylcyclopropane-1-carboxylic acid CC1(CC1)C(=O)O